4-hydroxycyclohexanone OC1CCC(CC1)=O